5-(4-tert-butyl-phenylthio)-2-(2-hydroxy-3-tert-butyl-5-methylphenyl)-2H-benzotriazole C(C)(C)(C)C1=CC=C(C=C1)SC1=CC=2C(=NN(N2)C2=C(C(=CC(=C2)C)C(C)(C)C)O)C=C1